C(CC)(=O)OC1C(OCC1OC(CC)=O)CF 2-(fluoromethyl)tetrahydrofuran-3,4-diyl dipropionate